2-cyclododecylethyl (2-(trimethylammonio)ethyl) phosphate P(=O)(OCCC1CCCCCCCCCCC1)(OCC[N+](C)(C)C)[O-]